CCCCCCCCCCCCCCCCCCCC(=O)N[C@@H](CO[C@H]1[C@@H]([C@H]([C@H]([C@H](O1)CO)O)O)O)[C@@H](CCCCCCCCCCCCCCC)O The molecule is a beta-D-galactosyl-(1<->1')-N-acylsphinganine in which the acyl group specified is eicosanoyl. It has a role as a mouse metabolite. It derives from an icosanoic acid.